4-(6-(aminomethyl)pyridin-3-yl)-6,7-dimethoxyquinoline-3-carbonitrile NCC1=CC=C(C=N1)C1=C(C=NC2=CC(=C(C=C12)OC)OC)C#N